Benzyl-4-(4-((3S,4S)-3,4-bis(((1S,2R)-2-phenylcyclopropyl)carbamoyl)pyrrolidine-1-carbonyl)benzoyl)-2-(tetradecylcarbamoyl)piperazine-1-carboxylate C(C1=CC=CC=C1)OC(=O)N1C(CN(CC1)C(C1=CC=C(C=C1)C(=O)N1C[C@H]([C@@H](C1)C(N[C@@H]1[C@H](C1)C1=CC=CC=C1)=O)C(N[C@@H]1[C@H](C1)C1=CC=CC=C1)=O)=O)C(NCCCCCCCCCCCCCC)=O